Methyl 2-((S)-1-chloroethyl)-1-(((S)-oxetan-2-yl) methyl)-1H-benzo[d]imidazole-6-carboxylate Cl[C@@H](C)C1=NC2=C(N1C[C@H]1OCC1)C=C(C=C2)C(=O)OC